2-(4-phenoxybenzoyl)-5-nitro-n-pent-2-enamide O(C1=CC=CC=C1)C1=CC=C(C(=O)C(C(=O)N)=CCC[N+](=O)[O-])C=C1